N=1C(=NN2C=NC=CC21)N [1,2,4]triazolo[1,5-c]pyrimidin-2-amine